[3-[(4-fluoro-3-hydroxyphenyl)methylamino]propionyl]-3-azabicyclo[2.2.1]heptane-2-carbonitrile FC1=C(C=C(C=C1)CNCCC(=O)C12C(NC(CC1)C2)C#N)O